ClC1=CC=C(C=C1)CN1C([C@H](CSC2=C1C=C(C=C2)C=2OC(=NN2)N2CC(OCC2)(F)F)NC(OC(C)(C)C)=O)=O tert-butyl N-[(3R)-5-[(4-chlorophenyl)methyl]-7-[5-(2,2-difluoromorpholin-4-yl)-1,3,4-oxadiazol-2-yl]-4-oxo-2,3-dihydro-1,5-benzothiazepin-3-yl]carbamate